BrC=1C=C(C=CC1)N1C(C(CC1)=C)=O 1-(3-bromophenyl)-3-methylenepyrrolidin-2-one